ClC1=NSC(=C1Cl)COC1=NS(C2=C1C=CC=C2)(=O)=O 3-[(3,4-dichloro-1,2-thiazol-5-yl)methoxy]-1,2-benzothiazole 1,1-dioxide